3-(4-methyl-3-oxopiperazin-1-yl)pyrrolidin CN1C(CN(CC1)C1CNCC1)=O